(3-fluoro-4-methoxy-pyridin-2-ylmethyl)-carbamic acid tert-butyl ester C(C)(C)(C)OC(NCC1=NC=CC(=C1F)OC)=O